FC(C=1C(=NC=CC1)O[C@@H]1CN(CC1)C1=C(C=C(C=C1)C1=CC=CC=C1)CCCO)(F)F (S)-3-(4-(3-(3-(trifluoromethyl)pyridin-2-yloxy)pyrrolidin-1-yl)biphenyl-3-yl)propan-1-ol